C1(CCCC1)NC=1SC(=C(N1)C)C1=NC(=NC=C1)NC1=NC=CC=C1 N-cyclopentyl-4-methyl-5-(2-(pyridin-2-ylamino)pyrimidin-4-yl)thiazol-2-amine